(S)-1-phenyl-3-buten-1-ol C1(=CC=CC=C1)[C@H](CC=C)O